CC=1C(=NN(C1)CC(=O)O)NC=1SC(=CN1)C(NC1=C2C=NN(C2=CC=C1C)C1OCCCC1)=O 2-(4-Methyl-3-((5-((5-methyl-1-(tetrahydro-2H-pyran-2-yl)-1H-indazol-4-yl)carbamoyl)thiazol-2-yl)amino)-1H-pyrazol-1-yl)acetic acid